ClC=1C=C(C=CC1)C1=C(C(=CC(=C1)C)C1=CC(=NC=C1)F)OC 3-chloro-3'-(2-fluoropyridin-4-yl)-2'-methoxy-5'-methyl-[1,1'-biphenyl]